BrC1=CC(=C2C(=N1)C(CC2)C)CO (2-bromo-7-methyl-6,7-dihydro-5H-cyclopenta[b]pyridin-4-yl)methanol